phenyl-(4-(phenylamino)phenyl)methylsulfone C1(=CC=CC=C1)C(C1=CC=C(C=C1)NC1=CC=CC=C1)S(=O)(=O)C(C1=CC=CC=C1)C1=CC=C(C=C1)NC1=CC=CC=C1